3-fluoro-5-[[(1S)-1-(hydroxymethyl)-2-octadecoxy-ethoxy]methyl]benzonitrile FC=1C=C(C#N)C=C(C1)CO[C@H](COCCCCCCCCCCCCCCCCCC)CO